5-((2-(2,6-Dioxopiperidin-3-yl)-1,3-dioxoisoindolin-4-yl)oxy)pentyl 4-methylbenzenesulfonate CC1=CC=C(C=C1)S(=O)(=O)OCCCCCOC1=C2C(N(C(C2=CC=C1)=O)C1C(NC(CC1)=O)=O)=O